C1(=CC(=CC(=C1)C1=CC=C(C(=O)O)C=C1)C1=CC=C(C(=O)O)C=C1)C1=CC=C(C(=O)O)C=C1 4,4',4''-benzene-1,3,5-triyl-tribenzoic acid